CCCCCCCCCCCC=CC=CC=CC=C nonadeca-12,14,16,18-tetraene